(S,E)-Methyl-7-(1-(2-(2-adamantylamino)-2-oxoethyl)-2-oxo-1,2-dihydropyridin-3-ylamino)-6-(3-methyl-1H-indol-2-carboxamido)-7-oxohept-2-enoat COC(\C=C\CC[C@@H](C(=O)NC=1C(N(C=CC1)CC(=O)NC1C2CC3CC(CC1C3)C2)=O)NC(=O)C=2NC3=CC=CC=C3C2C)=O